(3R)-(-)-3-tert-butoxycarbonylaminopyrrolidine C(C)(C)(C)OC(=O)N[C@H]1CNCC1